3-(2-methoxyethyl)5-[(2E)-3-(pyridin-4-yl)-2-propen-1-yl]2,6-dimethyl-4-(3-nitrophenyl)-1,4-dihydropyridine-3,5-dicarboxylic acid COCCC1(C(NC(C(C1C1=CC(=CC=C1)[N+](=O)[O-])(C(=O)O)C\C=C\C1=CC=NC=C1)C)C)C(=O)O